N-(6-bromo-4-methoxy-1,2-benzoxazol-3-yl)-2,6-dimethoxybenzene-1-sulfonamide BrC1=CC2=C(C(=NO2)NS(=O)(=O)C2=C(C=CC=C2OC)OC)C(=C1)OC